ethyl 7-(4-(dimethylcarbamoyl)phenyl)-3-iodoimidazo[1,5-a]pyridine-1-carboxylate CN(C(=O)C1=CC=C(C=C1)C1=CC=2N(C=C1)C(=NC2C(=O)OCC)I)C